C(C1=CC=CC=C1)(=O)OC[C@@H](C1=C(C(=CC(=C1)F)Cl)CO)NC([C@H](C(C)C)OC(C1=CC=CC=C1)=O)=O benzoic acid (S)-1-((R)-2-(benzoyloxy)-1-(3-chloro-5-fluoro-2-(hydroxymethyl) phenyl) ethylamino)-3-methyl-1-oxobutan-2-yl ester